NC1=NN(C=N1)C 3-Amino-1-methyl-1,2,4-triazol